1,3-ditetradecylimidazolium C(CCCCCCCCCCCCC)N1C=[N+](C=C1)CCCCCCCCCCCCCC